5-Heptadec-2-enylbenzene-1,3-diol C(C=CCCCCCCCCCCCCCC)C=1C=C(C=C(C1)O)O